ClC=1C=C(C=CC1)C1C(C1)C(=O)NC1=NC(=CN=C1)NCC=1N=C2N(C=C(C=C2)C2CC2)C1 2-(3-chlorophenyl)-N-(6-(((6-cyclopropylimidazo[1,2-a]pyridin-2-yl)methyl)amino)pyrazin-2-yl)cyclopropane-1-carboxamide